(R)-1-(4-(6-amino-5-(trifluoromethoxy)pyridin-3-yl)-1-(3-fluorobicyclo-[1.1.1]pentan-1-yl)-1H-imidazol-2-yl)-2-methylpropan-1-ol NC1=C(C=C(C=N1)C=1N=C(N(C1)C12CC(C1)(C2)F)[C@@H](C(C)C)O)OC(F)(F)F